[Si](C)(C)(C(C)(C)C)O[C@@H]1CC(C[C@H](C1)O[Si](C)(C)C(C)(C)C)=C\C=C/1\[C@@H]2CC[C@@H]([C@]2(CCC1)C)[C@@H](CN1C[C@@H](CC1)CC(F)F)C (S)-1-((S)-2-((1R,3aS,7aR,E)-4-(2-((3R,5R)-3,5-bis((t-butyldimethylsilyl)oxy)cyclohexylidene)ethylidene)-7a-methyloctahydro-1H-inden-1-yl)propyl)-3-(2,2-difluoroethyl)pyrrolidin